4-hydroxyethyl-1,3-dioxolan-2-one OCCC1OC(OC1)=O